O(C1=CC=CC=C1)C1=CC=C(C=C1)N1C=CC2=C1N=C(N=C2)CO [7-(4-phenoxyphenyl)-7H-pyrrolo[2,3-d]pyrimidin-2-yl]methanol